1-(2-(1H-indol-3-yl)ethyl)-6-(cyclopropylmethoxy)-7-methoxy-2-((tetrahydro-2H-pyridyl)(pyran-4-yl)methyl)-1,2,3,4-tetrahydroisoquinoline N1C=C(C2=CC=CC=C12)CCC1N(CCC2=CC(=C(C=C12)OC)OCC1CC1)C(C1=CCOC=C1)N1CCCCC1